OCCCOC1=CC=C(CCO)C=C1 4-(3-hydroxypropoxy)phenethyl alcohol